3-(4,4-Difluoro-5-phenyl-3a,4a-diaza-4-bora-s-indacen-3-yl)propionic acid [B-]1(N2C(=CC=C2CCC(=O)O)C=C3[N+]1=C(C=C3)C4=CC=CC=C4)(F)F